C(C)(C)(C)C1=C(C(=CC(=C1)C(C)(C)C)C1=C(C=CC=C1)C=1CC2=CC(=C(C=C2C1)C)C)O 3,5-di-tert-butyl-2'-(5,6-dimethyl-1H-inden-2-yl)-[1,1'-biphenyl]-2-ol